N-cyclopentyl-2-(2-(5-(trifluoromethyl)-1,2,4-oxadiazol-3-yl)-6,7-dihydrothieno[3,2-c]pyridin-5(4H)-yl)acetamide C1(CCCC1)NC(CN1CC2=C(CC1)SC(=C2)C2=NOC(=N2)C(F)(F)F)=O